5-(3,4-dimethylphenyl)-2-((1,1-dioxido-2,3-dihydrothiophen-3-yl)carbamoyl)-3-methoxypyridine 1-oxide CC=1C=C(C=CC1C)C=1C=C(C(=[N+](C1)[O-])C(NC1CS(C=C1)(=O)=O)=O)OC